5-(pyridin-2-yl)-N-(2-(pyrrolidin-1-yl)ethyl)pyrazin-2-amine N1=C(C=CC=C1)C=1N=CC(=NC1)NCCN1CCCC1